((S)-2-methyl-4-(5,6,7,8-tetrahydro-1,8-naphthyridin-2-yl)butyl)-L-homoserine C[C@H](CN[C@@H](CCO)C(=O)O)CCC1=NC=2NCCCC2C=C1